(3S)-1-(5-bromo-6-fluoropyridin-2-yl)pyrrolidine-3-carboxylic acid BrC=1C=CC(=NC1F)N1C[C@H](CC1)C(=O)O